C[Si](N[Si](C1=CC=CC=C1)(C)C)(C1=CC=CC=C1)C 1,1,3,3-tetra-methyl-1,3-diphenyldisilazane